COC(C(CC1=CC2=C(NC1=O)CCOC2)NC(=O)OC(C)(C)C)=O.BrC=2C=C(SC2F)COC2OCCCC2 2-((4-bromo-5-fluorothiophen-2-yl)methoxy)tetrahydro-2H-pyran Methyl-2-((tert-butoxycarbonyl)amino)-3-(2-oxo-1,5,7,8-tetrahydro-2H-pyrano[4,3-b]pyridin-3-yl)propanoate